N-(7-fluoro-[1,2,4]triazolo[1,5-a]pyridin-6-yl)-1,1-diphenylmethanimine FC1=CC=2N(C=C1N=C(C1=CC=CC=C1)C1=CC=CC=C1)N=CN2